2-octyl benzoate C(C1=CC=CC=C1)(=O)OC(C)CCCCCC